CC1=C(C(=CC=C1)C)NC1=NN(C2=NC(=NC=C21)NC2=CC=C(C=N2)N2CCN(CC2)CC2CCN(CC2)C=2C=C1CN(CC1=CC2)C2C(NC(CC2)=O)=O)C 5-(4-((4-(6-((3-((2,6-dimethylphenyl)amino)-1-methyl-1H-pyrazolo[3,4-d]pyrimidine-6-yl)amino)pyridin-3-yl)piperazin-1-yl)methyl)piperidin-1-yl)-2-(2,6-dioxopiperidin-3-yl)isoindolin